C(C1=CC=CC=C1)OC1=CC(=CC2=C1OC(O2)(C2=CC=CC=C2)C2=CC=CC=C2)C(=O)OC2=CC(=CC1=C2OC(O1)(C1=CC=CC=C1)C1=CC=CC=C1)C(=O)[O-] 7-((7-(benzyloxy)-2,2-diphenylbenzo[d][1,3]dioxol-5-carbonyl) oxy)-2,2-diphenylbenzo[d][1,3]dioxol-5-carboxylate